NC1=C(C=CC(=C1)NCC1=CC=C(C=C1)C(F)(F)F)NC(CCCCCCCCCCC)=O N-(2-amino-4-((4-(trifluoromethyl)benzyl)amino)phenyl)dodecanamide